3-(6-fluoro-4-(1-(9-(7-(4-(2-hydroxyethyl)piperazin-1-yl)-2-methyl-3-phenyl-pyrazolo[1,5-a]pyrimidin-5-yl)nonyl)piperidin-4-yl)-1-oxoisoindolin-2-yl)piperidine-2,6-dione FC1=CC(=C2CN(C(C2=C1)=O)C1C(NC(CC1)=O)=O)C1CCN(CC1)CCCCCCCCCC1=NC=2N(C(=C1)N1CCN(CC1)CCO)N=C(C2C2=CC=CC=C2)C